O1CCN(CC1)C1=CC=2N(C=N1)N=CN2 7-morpholino-[1,2,4]triazolo[1,5-c]pyrimidin